3-[5-[2-[4-[4-(2,4-dioxohexahydropyrimidin-1-yl)-3-fluoro-phenyl]piperazin-1-yl]-7-azaspiro[3.5]nonan-7-yl]pyrimidin-2-yl]isoxazole-5-carboxylic acid O=C1N(CCC(N1)=O)C1=C(C=C(C=C1)N1CCN(CC1)C1CC2(C1)CCN(CC2)C=2C=NC(=NC2)C2=NOC(=C2)C(=O)O)F